N-glucosyl-neuraminic acid C1([C@H](O)[C@@H](O)[C@H](O)[C@H](O1)CO)N[C@@H]1[C@H](CC(C(O)=O)(O)O[C@H]1[C@H](O)[C@H](O)CO)O